FC1(C(CN(CC1)C1=NC2=CC=C(C(=C2C=C1C(=O)OCC)F)F)C)F ethyl 2-(4,4-difluoro-3-methylpiperidin-1-yl)-5,6-difluoroquinoline-3-carboxylate